ClC=1C(=NC(=NC1)NC1=C(C=C(C(=C1)C)C1CCNCC1)OC(C)C)NC1=C(C=CC=C1)S(=O)(=O)C(C)C 5-chloro-N2-{5-methyl-4-(piperidin-4-yl)-2-[(propan-2-yl)oxy]phenyl}-N4-[2-(propane-2-sulfonyl)phenyl]pyrimidine-2,4-diamine